6-chloro-4-[(3S,4R)-4-(4-fluoroanilino)-3-methoxy-1-piperidyl]-1-methyl-2-oxo-1,5-naphthyridine-3-carbonitrile ClC=1N=C2C(=C(C(N(C2=CC1)C)=O)C#N)N1C[C@@H]([C@@H](CC1)NC1=CC=C(C=C1)F)OC